N-(6-(2-chloro-5-fluorophenyl)-3,8-dioxo-1,2,3,6,7,8-hexahydropyrrolo[3,4-g]indazol-5-yl)-3-fluoro-5-(trifluoromethyl)benzamide ClC1=C(C=C(C=C1)F)C1NC(C=2C1=C(C=C1C(NNC21)=O)NC(C2=CC(=CC(=C2)C(F)(F)F)F)=O)=O